CC(C=O)CO (2-methyl)-3-hydroxypropanal